COC=1C=NC2=CC=C(C=C2N1)CO 3-methoxyquinoxalin-6-yl-methanol